7-(2,5-difluoro-4-nitrophenoxy)-[1,2,4]triazolo[1,5-a]pyridine FC1=C(OC2=CC=3N(C=C2)N=CN3)C=C(C(=C1)[N+](=O)[O-])F